tert-Butyl 4-(4-(2-aminoethyl)-3,5-difluorophenyl)piperazine-1-carboxylate NCCC1=C(C=C(C=C1F)N1CCN(CC1)C(=O)OC(C)(C)C)F